C1(=CC=C(C=C1)N(C1=CC=C(C=C1)B(O)O)C1=CC=C(C=C1)C1=CC=CC=C1)C1=CC=CC=C1 (4-(di([1,1'-biphenyl]-4-yl)amino)phenyl)boronic acid